2-(4-Cyclohexyl-phenoxy)-N-(5,6-dimethoxy-benzothiazol-2-yl)-2-(4-ethanesulfonyl-phenyl)-acetamide C1(CCCCC1)C1=CC=C(OC(C(=O)NC=2SC3=C(N2)C=C(C(=C3)OC)OC)C3=CC=C(C=C3)S(=O)(=O)CC)C=C1